[4-(4-propylcyclohexen-1-yl)phenyl]boronic acid C(CC)C1CC=C(CC1)C1=CC=C(C=C1)B(O)O